FC1=C(C(=C(C=C1OC)OC)F)C1=CC2=C(N=C(N=C2)N[C@@H]2COCC[C@@H]2N)C(=N1)N1CC(C1)OC (3S,4S)-N3-(6-(2,6-difluoro-3,5-dimethoxyphenyl)-8-(3-methoxyazetidin-1-yl)pyrido[3,4-d]pyrimidin-2-yl)tetrahydro-2H-pyran-3,4-diamine